C(C)(C)(C)OC(=O)N1CCN(CC1)C1=C(C=C(C=C1)Cl)C=O 4-(4-chloro-2-formylphenyl)piperazine-1-carboxylic acid tert-butyl ester